2-(5-methyl-2-(3-oxo-3-(tetrahydrofuran-3-ylamino)propyl)-1,2,3,4-tetrahydroisoquinolin-7-yl)-5-toluenesulfonyl-5H-pyrrolo[2,3-b]pyrrole CC1=C2CCN(CC2=CC(=C1)C1=CC=2C(NC(C2)S(=O)(=O)CC2=CC=CC=C2)=N1)CCC(NC1COCC1)=O